2-((S)-2-(5-(difluoromethyl)isoxazole-3-carboxamido)-3-(1-methylcyclopropyl)propionyl)-1-(((S)-2-oxopyrrolidin-3-yl)methyl)hydrazine-1-carboxylic acid tert-butyl ester C(C)(C)(C)OC(=O)N(NC([C@H](CC1(CC1)C)NC(=O)C1=NOC(=C1)C(F)F)=O)C[C@H]1C(NCC1)=O